2-bromo-5-fluoro-8H-dibenzo[3,4:6,7]cyclohepta[1,2-b]thiophen-8-ol BrC1=CC2=C(S1)C1=C(C(C3=C2C=C(C=C3)F)O)C=CC=C1